2-(4-bromopyrazol-1-yl)-2-(3,4-dichlorophenyl)-N,N-dimethyl-ethylamine BrC=1C=NN(C1)C(CN(C)C)C1=CC(=C(C=C1)Cl)Cl